p-Xylol CC1=CC=C(C=C1)C